N1C=CC2=C(C=CC=C12)C=1N=C(C2=C(N1)C(=CS2)CN2[C@@H](CCC2)COC)N2[C@@H](COCC2)C (R)-4-(2-(1H-Indol-4-yl)-7-(((S)-2-(methoxymethyl)pyrrolidin-1-yl)methyl)thieno[3,2-d]pyrimidin-4-yl)-3-methylmorpholine